ClC=1C=C(NC(C(C(=O)N[C@H]2C=C[C@H](C2)C(=O)OCCCl)OC)=O)C=C(C1)Cl 2-chloroethyl (1S,4R)-4-[[3-(3,5-dichloroanilino)-2-methoxy-3-oxo-propanoyl]amino]cyclopent-2-ene-1-carboxylate